2-(3-((tert-Butoxycarbonyl)amino)pyridin-4-yl)-2-oxoacetic acid ethyl ester C(C)OC(C(=O)C1=C(C=NC=C1)NC(=O)OC(C)(C)C)=O